ClC=1C=CC(=C(C1)C1=C(C=NN1CC(C)(C)O)NC(=O)C=1C=NN2C1N=CC=C2)OC2CC2 N-(5-(5-chloro-2-cyclopropoxyphenyl)-1-(2-hydroxy-2-methylpropyl)-1H-pyrazol-4-yl)pyrazolo[1,5-a]pyrimidine-3-carboxamide